N-octylpyrrolidinone CCCCCCCCN1CCCC1=O